6-chloro-1-(2-isopropylphenyl)-2-oxo-7-(piperidin-1-yl)-1,2-dihydropyrido[2,3-d]pyrimidin-4-yl-3-methylpiperazine-1-carboxylate ClC1=CC2=C(N(C(N=C2OC(=O)N2CC(NCC2)C)=O)C2=C(C=CC=C2)C(C)C)N=C1N1CCCCC1